OC1=C2C=CC(OC2=CC(=C1C(\C=C\C1=C(C=CC=C1)N1CCN(CC1)C)=O)OC)(C)C (E)-1-(5-hydroxy-7-methoxy-2,2-dimethyl-2H-chromen-6-yl)-3-(2-(4-methyl-piperazin-1-yl)phenyl)prop-2-en-1-one